tert-butyl 2-(2-chloro-5-((1-methyl-1H-pyrazol-4-yl) ethynyl) pyridin-4-yl)-2,7-diazaspiro[3.5]nonane-7-carboxylate ClC1=NC=C(C(=C1)N1CC2(C1)CCN(CC2)C(=O)OC(C)(C)C)C#CC=2C=NN(C2)C